FC1=C(C(=CC=C1)F)[C@@H]1NOCC1 (R)-3-(2,6-difluorophenyl)isoxazolidine